N5-(tert-butyl)-N7-(cyclopropylmethyl)-2-(1-(tetrahydro-2H-pyran-2-yl)-1H-pyrazol-5-yl)thieno[3,2-b]pyridine-5,7-diamine C(C)(C)(C)NC1=CC(=C2C(=N1)C=C(S2)C2=CC=NN2C2OCCCC2)NCC2CC2